((3R,4S)-1-(cyclopropylsulfonyl)-3-methylpiperidin-4-yl)-8-isopropoxy-7-(1H-pyrazol-4-yl)-[1,2,4]triazolo[1,5-c]pyrimidin-2-amine C1(CC1)S(=O)(=O)N1C[C@@H]([C@H](CC1)C1=NC(=C(C=2N1N=C(N2)N)OC(C)C)C=2C=NNC2)C